FC=1C=2N(C=CC1NC1=NC=NC3=CC(=C(C=C13)OC(C)C1=NC=NC=C1)C=1C=NN(C1)C)N=CC2 N-(4-fluoropyrazolo[1,5-a]pyridin-5-yl)-7-(1-methyl-1H-pyrazol-4-yl)-6-(1-(pyrimidin-4-yl)ethoxy)quinazolin-4-amine